C(C)(C)(C)[Si](OC1(CC1)C1=NC=CC(=C1)N)(C)C 2-(1-((tertbutyldimethylsilyl)oxy)cyclopropyl)pyridin-4-amine